C(C1=CC=CC=C1)OCCC=1C=C2CC[C@H]3[C@@H]4CC(C([C@@]4(C)CC[C@@H]3C2=CC1)=O)=CO 3-[2-(benzyloxy)ethyl]-16-(hydroxymethylene)-estra-1(10),2,4-trien-17-one